[(3R,9aS)-3-(3-Chloro-4-fluorophenyl)-3,4,6,7,9,9a-hexahydro-1H-pyrazino[2,1-c][1,4]oxazin-8-yl]-(2-chloro-3-pyridazin-3-ylphenyl)methanon ClC=1C=C(C=CC1F)[C@@H]1CN2[C@H](CO1)CN(CC2)C(=O)C2=C(C(=CC=C2)C=2N=NC=CC2)Cl